2-oxo-1,5-dihydro-2H-spiro[benzo[e][1,4]oxazepine-3,3'-pyrrolidine]-5'-carboxylic acid O=C1NC2=C(COC13CNC(C3)C(=O)O)C=CC=C2